N(=[N+]=[N-])[C@@H]1C[C@H](N(C1)C(=O)OC(C)(C)C)CO tert-Butyl (2S,4R)-4-azido-2-(hydroxymethyl)pyrrolidine-1-carboxylate